C1(C=2C(C(N1CCC(C(=O)OC(C(CCN1C(C=3C(C1=O)=CC=CC3)=O)O)=O)O)=O)=CC=CC2)=O γ-phthalimido-α-hydroxybutyric acid, anhydride